3-METHYLBENZOFURAN-2-YLBORONIC ACID CC1=C(OC2=C1C=CC=C2)B(O)O